tert-butyl N-[2-(4-formylcyclohexyl)indazol-5-yl]carbamate C(=O)C1CCC(CC1)N1N=C2C=CC(=CC2=C1)NC(OC(C)(C)C)=O